1-(3-(6-((5-methylthiazol-2-yl)amino)-1-(2,2,2-trifluoroethyl)-1H-pyrrolo[3,2-c]pyridin-4-yl)-8-azabicyclo[3.2.1]oct-2-en-8-yl)prop-2-en-1-one CC1=CN=C(S1)NC1=CC2=C(C(=N1)C1=CC3CCC(C1)N3C(C=C)=O)C=CN2CC(F)(F)F